C1=C2C3=C4C(=C5CCCCC5=CC4=CC=C3C=C1)C=C2 7,8,9,10-tetrahydrobenzo[pqr]tetraphene